C(C1=CC=CC=C1)OC1=C(C=C(C(=O)NC2CCN(CC2)S(=O)(=O)C)C=C1OC)OC 4-(benzyloxy)-3,5-dimethoxy-N-[1-(methylsulfonyl)piperidin-4-yl]benzamide